CC1=CC(=NN1)NC=1N=C(C2=C(N1)C=C(O2)C2=CC=NC=C2)N2CCOCC2 N-(5-methyl-1H-pyrazol-3-yl)-4-morpholino-6-(4-pyridyl)furo[3,2-d]pyrimidin-2-amine